1-Oxo-1-[(propan-2-yl)amino]propan-2-yl (2S)-2-[(tert-butoxycarbonyl)amino]-3-(3-{3-phenyl-3-[(2H5)phenyloxy]azetidin-1-sulfonyl}phenyl)propanoate C(C)(C)(C)OC(=O)N[C@H](C(=O)OC(C(NC(C)C)=O)C)CC1=CC(=CC=C1)S(=O)(=O)N1CC(C1)(OC1=C(C(=C(C(=C1[2H])[2H])[2H])[2H])[2H])C1=CC=CC=C1